FC(C(=O)O)(F)F.NC=1C2=C(N=CN1)N(C1=C2C=2C(C(CC1)=O)=C(ON2)C2CC2)C2CNCC2 11-amino-3-cyclopropyl-7-(pyrrolidin-3-yl)-6,7-dihydroisoxazolo[4'',3'':6',7']cyclohepta[1',2':4,5]pyrrolo[2,3-d]pyrimidin-4(5H)-one 2,2,2-trifluoroacetate